trans-4-(2-furanyl)-pyrrolidine-3-carboxylic acid O1C(=CC=C1)[C@H]1[C@@H](CNC1)C(=O)O